6-(4-((4-(1H-pyrazol-4-yl)phenyl)-amino)-pyrimidin-2-yl)-3-chloro-N-methyl-1H-indole-2-carboxamide N1N=CC(=C1)C1=CC=C(C=C1)NC1=NC(=NC=C1)C1=CC=C2C(=C(NC2=C1)C(=O)NC)Cl